O=CC(CC=C)NC(OC(C)(C)C)=O tert-butyl (1-oxopent-4-en-2-yl)carbamate